1-(1-cyclopentyl-5-oxopyrrolidin-3-yl)-3-(2-fluorophenyl)urea C1(CCCC1)N1CC(CC1=O)NC(=O)NC1=C(C=CC=C1)F